N,3-dimethyl-6,7-dihydro-5H-thieno[3,2-b]pyran-6-amine hydrochloride Cl.CNC1CC2=C(OC1)C(=CS2)C